2-(2-(2-(2-(3-(N,N-bis(4-methoxybenzyl)sulfamoyl)-4-(dimethyl-carbamoyl)-1H-pyrazol-1-yl)-2-methylpropoxy)pyridin-4-yl)-4-fluoro-6-isopropyl-phenyl)acetic acid COC1=CC=C(CN(S(=O)(=O)C2=NN(C=C2C(N(C)C)=O)C(COC2=NC=CC(=C2)C2=C(C(=CC(=C2)F)C(C)C)CC(=O)O)(C)C)CC2=CC=C(C=C2)OC)C=C1